3-(5-(2-methoxyethyl)-6-methylpyridin-3-yl)-5-(trifluoromethyl)-1,2,4-oxadiazole COCCC=1C=C(C=NC1C)C1=NOC(=N1)C(F)(F)F